2-[(2,4-dichlorophenyl)methyl]-1H-benzimidazole ClC1=C(C=CC(=C1)Cl)CC1=NC2=C(N1)C=CC=C2